C1(CC1)C=1NC(=NN1)C1CC2(CN(C2)C(=O)N2CC3(C2)CC(C3)CC3=NC=C(C=N3)C(F)(F)F)C1 [6-(5-cyclopropyl-4H-1,2,4-triazol-3-yl)-2-azaspiro[3.3]heptan-2-yl]-[6-[[5-(trifluoromethyl)pyrimidin-2-yl]methyl]-2-azaspiro[3.3]heptan-2-yl]methanone